N1=CC=C2N1C(=CC=N2)C2CCC(CC2)CC(=O)OCC ethyl 2-(4-(pyrazolo[1,5-a]pyrimidin-7-yl)cyclohexyl)acetate